[Cl-].C(C=C)(=O)OCCC[N+](C)(C)C (3-acryloyloxypropyl)trimethyl-ammonium chloride